[Si].[Co].[Cu] copper-cobalt-silicon